methyl (S)-3-(11-oxo-10,11-dihydrodibenzo[b,f][1,4]thiazepine-8-carboxamido)-2-phenylpropanoate O=C1NC2=C(SC3=C1C=CC=C3)C=CC(=C2)C(=O)NC[C@@H](C(=O)OC)C2=CC=CC=C2